ClC1=CC=C2C(NC(N(C2=C1)C1=CC=CC=2N1C=CN2)=O)=O 7-Chloro-1-(imidazo[1,2-a]pyridin-5-yl)quinazoline-2,4(1H,3H)-dione